FC1=C(C(=C(C=C1OC)OC)F)N1C(N(C2=C(C1)C=NC(=C2)C=2C=CC(=NC2)C2(CCC2)C#N)CC)=O 1-(5-(3-(2,6-difluoro-3,5-dimethoxyphenyl)-1-ethyl-2-oxo-1,2,3,4-tetrahydropyrido[4,3-d]pyrimidin-7-yl)pyridin-2-yl)cyclobutanecarbonitrile